4-[(2,4-dimethyl-3-pyridyl)sulfanyl]-6-[1-[(3S)-3-piperidyl]pyrazol-4-yl]pyrazolo[1,5-a]pyridine-3-carbonitrile CC1=NC=CC(=C1SC=1C=2N(C=C(C1)C=1C=NN(C1)[C@@H]1CNCCC1)N=CC2C#N)C